1-methyl-N-(4-(1-methyl-2-carbonyl-2,3,4,5-tetrahydro-1H-benzo[b]azepin-7-yl)-5,6,7,8-tetrahydroisoquinolin-8-yl)-1H-pyrazole-4-carboxamide CN1N=CC(=C1)C(=O)NC1CCCC=2C(=CN=CC12)C1=CC2=C(N(C(CCC2)=C=O)C)C=C1